4-(2-fluoro-5-((3-((4-fluoro-3-(pentafluoro-λ6-sulfaneyl)phenyl)carbamoyl)bicyclo[2.2.1]hept-5-en-2-yl)carbamoyl)-4-methoxyphenoxy)cyclohexane-1-carboxylic acid FC1=C(OC2CCC(CC2)C(=O)O)C=C(C(=C1)OC)C(NC1C2C=CC(C1C(NC1=CC(=C(C=C1)F)S(F)(F)(F)(F)F)=O)C2)=O